O=C1NC(CCC1N1C(N(C2=C1C=CC=C2C2CCC(CC2)NC(O)=O)C)=O)=O.N2(CCC2)C2=NC=C(C(=O)NC1=C(C=CC(=C1)C(=O)N1CCC(CC1)C1=NC=C(C=C1)C#N)C)C=C2 6-(azetidin-1-yl)-N-(5-(4-(5-cyanopyridin-2-yl)piperidine-1-carbonyl)-2-methylphenyl)nicotinamide [4-[1-(2,6-dioxo-3-piperidyl)-3-methyl-2-oxo-benzimidazol-4-yl]cyclohexyl]carbamate